Tert-butyl-[(1-ethynylcyclobutyl)methoxy]-dimethyl-silane C(C)(C)(C)[Si](C)(C)OCC1(CCC1)C#C